3-ethyl-7-iodo-8-methoxy-5-phenyl-3-propyl-2,3,4,5-tetrahydro-1,5-benzothiazepine 1,1-dioxide C(C)C1(CS(C2=C(N(C1)C1=CC=CC=C1)C=C(C(=C2)OC)I)(=O)=O)CCC